ON(N(C(C)C)CCCN)N=O 3-(2-hydroxy-1-(1-methylethyl)-2-nitrosohydrazino)-1-propylamine